NCC(C(=O)OC(C)(C)C)(C)C tert-butyl 3-amino-2,2-dimethylpropanoate